COCC(=O)N1CCN(CC1)C1=CC(=NC=C1)NC=1SC2=NC(=CC=C2N1)C1=CC=NC=C1 2-methoxy-1-(4-(2-((5-(pyridin-4-yl)thiazolo-[5,4-b]pyridin-2-yl)-amino)pyridin-4-yl)-piperazin-1-yl)ethanone